1-Benzylcyclobutyl ((S)-4-methyl-1-oxo-1-(((S)-1-oxo-3-((S)-2-oxopyrrolidin-3-yl)propan-2-yl)amino)pentan-2-yl)carbamate CC(C[C@@H](C(N[C@H](C=O)C[C@H]1C(NCC1)=O)=O)NC(OC1(CCC1)CC1=CC=CC=C1)=O)C